ClC1=C(C=C(C(=C1)F)F)Cl 1,2-dichloro-4,5-difluorobenzene